[N+](=[N-])=CC(CC[C@@H](C(=O)OC(C)C)NC(CCOC)=O)=O isopropyl (S)-6-diazo-2-(3-methoxypropanamido)-5-oxohexanoate